O1[C@@H](CCC=C1)\C=N\[S@@](=O)C(C)(C)C (S)-N-((E)-((S)-3,4-Dihydro-2H-Pyran-2-Yl)Methylene)-2-Methylpropane-2-Sulfinamide